FC=1C=C2C(=C(/C(/C2=CC1)=C/C1=CC=C(C=C1)OC1=CC=C(C=C1)C)C)CC(=O)O 2-[(1Z)-5-Fluoro-2-methyl-1-{[4-(4-methylphenoxy)phenyl]methylidene}-1H-inden-3-yl]acetic acid